C1=CC=CC=2C3=CC=CC=C3C(C12)COC(=O)N([C@@H](CC(=O)O)CC)C (3R)-3-[9H-fluoren-9-ylmethoxycarbonyl(methyl)amino]pentanoic acid